Cl.N[C@@H]1CN(CCC1)C1=CC(=NC=C1C=1C=NN(C1)CC(F)(F)F)NC1=NC(=NC=C1)C1=C(C=C(C=C1OC)CO)F (S)-(4-(4-((4-(3-aminopiperidin-1-yl)-5-(1-(2,2,2-trifluoroethyl)-1H-pyrazol-4-yl)pyridin-2-yl)amino)pyrimidin-2-yl)-3-fluoro-5-methoxyphenyl)methanol hydrochloride